C(C)(C)(C)[Si](Cl)(Cl)Cl tertiary butyltrichlorosilane